OC(COCN1C=2N=C(NC(C2N=C1)=O)N)CO 9-[(2,3-dihydroxypropoxy)methyl]guanine